C(#N)C(C(=O)NC=1OC=C(C1C#N)NC)=C(C1=CC=CC=C1)O 2-cyano-N-(3-cyano-4-(methylamino)furan-2-yl)-3-hydroxy-3-phenylacrylamide